N(C(C(=O)OC)CC(=O)OC)C(C(=O)OC)CC(=O)OC tetramethyl iminodisuccinate